Anilineamine N(C1=CC=CC=C1)N